allyl-palladium (II) chloride C(C=C)[Pd]Cl